N=1C=CN2C1C(=CC=C2)N[C@@H]2[C@H]([C@@H](N(C1=CC=CC=C21)C(C)=O)C)C ((2S,3R,4R)-4-(imidazolo[1,2-a]pyridin-8-ylamino)-2,3-dimethyl-3,4-dihydroquinolin-1(2H)-yl)ethanone